4-(2-Amino-2-methylpropanoyl)-N-(1-(4-(2-(3-aminoazetidin-1-yl)ethyl)phenyl)-2-oxo-1,2-dihydropyrimidin-4-yl)piperazine-1-carboxamide hydrochloride salt Cl.NC(C(=O)N1CCN(CC1)C(=O)NC1=NC(N(C=C1)C1=CC=C(C=C1)CCN1CC(C1)N)=O)(C)C